C(C)(C)(C)OC(NCCC1=CC=C(C=C1)C1=CC=NC=C1)=O 4-(pyridin-4-yl)phenethylcarbamic acid tert-butyl ester